C1(C=CC=C1)[Co] cyclopentadienylcobalt(I)